N'-(phenylenedi(2,2-propylene)diphenylene)bismaleimide C1(=C(C=CC=C1)C(C)(C)C1=C(C=CC=C1)C=1C(=O)NC(C1)=O)C(C)(C)C1=C(C=CC=C1)C=1C(=O)NC(C1)=O